(3S)-5-chloro-7-({3-[8-ethyl-2-(piperidin-4-ylamino) quinazolin-6-yl]-2,4-difluorophenyl}sulfamoyl)-2,3-dihydro-1-benzofuran-3-yl acetate C(C)(=O)O[C@@H]1COC2=C1C=C(C=C2S(NC2=C(C(=C(C=C2)F)C=2C=C1C=NC(=NC1=C(C2)CC)NC2CCNCC2)F)(=O)=O)Cl